2,4-dimethoxypyridine-3-sulfonyl chloride COC1=NC=CC(=C1S(=O)(=O)Cl)OC